1-(5-methoxy-2,3-dihydrothieno[3',2':3,4]benzo[1,2-b][1,4]dioxin-8-yl)ethan-1-one COC1=CC2=C(C3=C1OCCO3)C=C(S2)C(C)=O